CNC1CC=C(CC1)B1OC(C(O1)(C)C)(C)C N-methyl-4-(4,4,5,5-tetramethyl-1,3,2-dioxaborolan-2-yl)cyclohex-3-en-1-amine